rac-cis-1-benzhydryl-3-(oxetan-3-yl)aziridine-2-carboxylic acid ethyl ester C(C)OC(=O)[C@@H]1[N@@]([C@@H]1C1COC1)C(C1=CC=CC=C1)C1=CC=CC=C1 |&1:6|